6-(1H-benzo[d][1,2,3]triazole-1-yl)-N,N-dibenzylpyridine-2-amine N1(N=NC2=C1C=CC=C2)C2=CC=CC(=N2)N(CC2=CC=CC=C2)CC2=CC=CC=C2